rac-5-Chloro-4-[(3-chlorophenyl)(methoxy)methyl]thiophene-2-carbaldehyde ClC1=C(C=C(S1)C=O)[C@H](OC)C1=CC(=CC=C1)Cl |r|